FC1(CCOC2=CC=C(C=C12)C(C)N1C[C@@H](N(C[C@H]1C)C=1C=2C(N(C(C1)=O)C)=CN(N2)CC#N)C)F 2-(7-((2S,5R)-4-(1-(4,4-difluorochroman-6-yl)ethyl)-2,5-dimethylpiperazin-1-yl)-4-methyl-5-oxo-4,5-dihydro-2H-pyrazolo[4,3-b]pyridin-2-yl)acetonitrile